(1-ethoxycyclopropoxy)-trimethyl-silane C(C)OC1(CC1)O[Si](C)(C)C